COC1=CC=C(C=C1)C1=CC(SS1)=S 5-(4-methoxyphenyl)-3H-1,2-dithiole-3-thione